5-butyl-2-((1S,6S)-3-methyl-6-(prop-1-en-2-yl)cyclohex-2-enyl)benzene-1,3-diol C(CCC)C=1C=C(C(=C(C1)O)[C@H]1C=C(CC[C@@H]1C(=C)C)C)O